2,3,4-tris(3,6-dimethyl-9H-carbazol-9-yl)-6-(3,6-diphenyl-9H-carbazol-9-yl)-5-(6-phenylpyridin-2-yl)benzonitrile CC=1C=CC=2N(C3=CC=C(C=C3C2C1)C)C1=C(C#N)C(=C(C(=C1N1C2=CC=C(C=C2C=2C=C(C=CC12)C)C)N1C2=CC=C(C=C2C=2C=C(C=CC12)C)C)C1=NC(=CC=C1)C1=CC=CC=C1)N1C2=CC=C(C=C2C=2C=C(C=CC12)C1=CC=CC=C1)C1=CC=CC=C1